ClC1=C(OC2=CC=C(N=N2)C2CN(C2)C(=O)N2C[C@H](CC2)N2N=NN=C2)C=CC=C1 [3-[6-(2-chlorophenoxy)pyridazin-3-yl]azetidin-1-yl]-[(3S)-3-(tetrazol-1-yl)pyrrolidin-1-yl]methanone